2-(4-methoxyphenyl)-5-(1-(2-(pyridin-4-yl)ethyl)piperidin-3-yl)-2,4-dihydro-3H-1,2,4-triazol-3-one COC1=CC=C(C=C1)N1N=C(NC1=O)C1CN(CCC1)CCC1=CC=NC=C1